((3aS,4R,6S,6aS)-6-(4-aminopyrrolo[2,1-f][1,2,4]triazin-7-yl)-4-cyano-2,2-dimethyltetrahydrofuro[3,4-d][1,3]dioxol-4-yl)methyl spiro[3.3]heptan-2-yl carbonate C(OC[C@]1(O[C@H]([C@@H]2OC(O[C@@H]21)(C)C)C2=CC=C1C(=NC=NN12)N)C#N)(OC1CC2(C1)CCC2)=O